ON=C1CC2=C(C(=CC3=C2OCO3)NC(C)=O)C1=O N-(7-hydroxyimino-6-oxo-8H-cyclopenta[g][1,3]benzodioxol-5-yl)acetamide